C(C1=CC=CC=C1)OC1=C2N3C4(CC(C3=C(C1=O)C(=O)NCC1=C(C=C(C=C1)F)F)O)CCCCN(C2=O)C4 11-(benzyloxy)-N-(2,4-difluorobenzyl)-8-hydroxy-1,10-dioxo-1,3,4,5,6,7,8,10-octahydro-2,6a-methano[1,4]diazonino[9,1,2-cd]indolizine-9-carboxamide